CC(C(COCCCC\C=C/CC)N)(OCCCCCCCC\C=C/C\C=C/CCCCC)C dimethyl-1-[(9Z,12Z)-octadeca-9,12-dien-1-yloxy]-3-[(5Z)-oct-5-en-1-yloxy]propan-2-amine